COC=1C=NC=C(C1C1=CC(=NN1)NC=1N=CC(=NC1)C#N)OCC1(CNC1)C 5-[(5-{3-Methoxy-5-[(3-methylazetidin-3-yl)methoxy]pyridin-4-yl}-1H-pyrazol-3-yl)amino]pyrazine-2-carbonitrile